C(C1=CC=CC=C1)(=O)C=1C=C(C=CC1)[C@@H](C)NC(=O)C=1OC=CC1 N-[(1R)-1-(3-benzoylphenyl)ethyl]-2-furamide